5-bromo-3-(bromomethyl)benzo[1,2-b:6,5-b']Difuran BrC1=CC2=C(OC=C2CBr)C=2OC=CC21